BrC=1C=CC2=C(OC3=C2C=CC(=C3)Br)C1 3,7-dibromodibenzo[b,d]furan